BrC=1C=C(C=C2C(=NC(=NC12)N1CCCCC1)N)C 8-bromo-6-methyl-2-(piperidin-1-yl)quinazolin-4-amine